C(C)(C)(C)[Si](C)(C)OC1CCC(CC1)N1N=CC(=C1C)I tert-butyl-[4-(4-iodo-5-methyl-pyrazol-1-yl)cyclohexoxy]-dimethyl-silane